OC1=C(C=C(C=C1)F)C(CC1CCN(CC1)C)C1=CC=C(C=C1)F 4-(2-(2-hydroxy-5-fluorophenyl)-2-(4-fluorophenyl)ethyl)-1-methylpiperidine